Cl.NC1(CC1)C(=O)OCC1=CC(=NC(=C1)Cl)Cl (2,6-Dichloropyridin-4-yl)methyl 1-aminocyclopropane-1-carboxylate hydrochloride